2,2-bishydroxyacetic acid OC(C(=O)O)O